tris(dibenzoylmethyl)phenanthrene tetradeca-11-ene-1-yl-acetate C(CCCCCCCCCC=CCC)CC(=O)O.C(C1=CC=CC=C1)(=O)C(C(C1=CC=CC=C1)=O)C=1C(=C(C=2C=CC3=CC=CC=C3C2C1)C(C(C1=CC=CC=C1)=O)C(C1=CC=CC=C1)=O)C(C(C1=CC=CC=C1)=O)C(C1=CC=CC=C1)=O